NC1=CSC2=NC(=CC(=C21)C)C 3-amino-4,6-dimethylthieno[2,3-b]pyridine